COC1=C(C=C(C=C1)C1=C(C=C(C=C1)[N+](=O)[O-])C=1N=NNN1)C 5-(4'-methoxy-3'-methyl-4-nitro-[1,1'-biphenyl]-2-yl)-2H-tetrazole